8-methoxy-3-nitro-1,7-naphthyridine-2,4-diol COC=1N=CC=C2C(=C(C(=NC12)O)[N+](=O)[O-])O